((difluoromethyl)sulfonyl)benzene FC(S(=O)(=O)C1=CC=CC=C1)F